O1CCCC2=C1C=C(C=C2)[C@H]2[C@@H]([C@H](NCC2)C)COC2=CC=C1CNC(C1=C2)=O |&1:10| (+/-)-6-{[(2R,3S)-4-(3,4-dihydro-2H-1-benzopyran-7-yl)-2-methylpiperidin-3-yl]methoxy}-2,3-dihydro-1H-isoindol-1-one